tert-butyl (R)-6-((4-ethylphenyl)(methyl)amino)-1-(((4-(methoxycarbonyl) pyridin-3-yl)amino)methyl)-3,4-dihydroisoquinoline-2(1H)-carboxylate C(C)C1=CC=C(C=C1)N(C=1C=C2CCN([C@H](C2=CC1)CNC=1C=NC=CC1C(=O)OC)C(=O)OC(C)(C)C)C